N-(6-amino-5-ethylpyridin-3-yl)-2-((2R,5S)-5-methyl-2-(2-(1-methylpiperidin-4-yl)imidazo[1,2-a]pyridin-7-yl)piperidin-1-yl)-2-oxoacetamide NC1=C(C=C(C=N1)NC(C(=O)N1[C@H](CC[C@@H](C1)C)C1=CC=2N(C=C1)C=C(N2)C2CCN(CC2)C)=O)CC